5-fluoro-N-[(1R,3S)-3-{[2-(trifluoromethyl)quinolin-4-yl]amino}cyclohexyl]-1H-pyrrolo[2,3-b]pyridine-2-carboxamide FC=1C=C2C(=NC1)NC(=C2)C(=O)N[C@H]2C[C@H](CCC2)NC2=CC(=NC1=CC=CC=C21)C(F)(F)F